C(CCCCC)C(COC(CCSCCC(C(NCCN1CCCCC1)=O)NC(CCCCC(=O)OCC(CCCCCCCC)CCCCCC)=O)=O)CCCCCCCC 2-hexyldecyl 6-((4-((3-((2-hexyldecyl)oxy)-3-oxopropyl)thio)-1-oxo-1-((2-(piperidin-1-yl)ethyl)amino)butan-2-yl)amino)-6-oxohexanoate